C(C1=CC=CC=C1)C1=C(C2=CC=CC=C2C=C1)O 2-benzyl-1-naphthol